2,4-bis(1,1-dimethylpropyl)phenoxyacetate CC(CC)(C)C1=C(OCC(=O)[O-])C=CC(=C1)C(CC)(C)C